1-((8aS)-6-chloro-2-((2-(dimethylamino)ethyl)amino)-5-(5-methyl-1H-indazol-4-yl)-8a,9,11,12-tetrahydropyrazino[2',1':3,4][1,4]oxazepino[5,6,7-de]quinazolin-10(8H)-yl)prop-2-en-1-one ClC1=C2C3=C(N=C(N=C3C=C1C1=C3C=NNC3=CC=C1C)NCCN(C)C)N1[C@H](CO2)CN(CC1)C(C=C)=O